2-(3,4-dimethylphenyl)-3,5-dioxo-4-propyl-2,3,4,5-tetrahydro-1,2,4-triazine-6-carbonitrile CC=1C=C(C=CC1C)N1N=C(C(N(C1=O)CCC)=O)C#N